(3R,4R,5S)-4-acetylamino-5-((4-fluoro-5-methyl-[1,1'-biphenyl]-3-yl)methyl)amino-3-(pentan-3-oxy)cyclohex-1-ene-1-carboxylic acid C(C)(=O)N[C@H]1[C@@H](C=C(C[C@@H]1NCC=1C=C(C=C(C1F)C)C1=CC=CC=C1)C(=O)O)OC(CC)CC